benzophenol C1=CC=C(C=C1)O